CC(C)(C)[Si](C)(C)OCC#CCI (1,1-Dimethylethyl)[(4-iodo-2-butyn-1-yl)oxy]dimethylsilane